tert-butyl (4-(3-benzyl-4-oxo-3,4-dihydrophthalazin-1-yl)benzyl)carbamate C(C1=CC=CC=C1)N1N=C(C2=CC=CC=C2C1=O)C1=CC=C(CNC(OC(C)(C)C)=O)C=C1